2-methyl-4-[4-(phenyl)-1H-1,2,3-triazol-1-yl]phenyl α-D-mannopyranoside O([C@@H]1[C@@H](O)[C@@H](O)[C@H](O)[C@H](O1)CO)C1=C(C=C(C=C1)N1N=NC(=C1)C1=CC=CC=C1)C